N[C@H]1[C@@H](CN(CC1)C(=O)OCCCC)F butyl (3R,4R)-4-amino-3-fluoropiperidine-1-carboxylate